CC(C)(CCCCC(C)(O)C)O 2,7-dimethyl-2,7-octanediol